Dimethyl 2-oxo-4-phenylbutylphosphonate O=C(CP(OC)(OC)=O)CCC1=CC=CC=C1